4-methyl-5-nitro-2-(1H-pyrazol-1-yl)benzonitrile CC1=CC(=C(C#N)C=C1[N+](=O)[O-])N1N=CC=C1